FC(F)SC=1N=C2N(N1)[C@@H](C[C@@H]2F)C2=CC(=C(C=C2)F)F (5s,7s)-2-(difluoromethylsulfanyl)-5-(3,4-difluorophenyl)-7-fluoro-6,7-dihydro-5H-pyrrolo[1,2-b][1,2,4]triazole